N=1C=NN2C=NC(=CC21)OC2=C(C=C(C=C2)NC2=NC=NC1=CC=C(C(=C21)OC2CC(CC2)N(C)C)OC)C N-(4-([1,2,4]triazolo[1,5-c]pyrimidin-7-yloxy)-3-methylphenyl)-5-((3-(dimethylamino)cyclopentyl)oxy)-6-methoxyquinazolin-4-amine